CC=1SC(=C(N1)C)N1C(=C(C=C1C)/C=C(\C#N)/C1=NC2=C(C=NC(=C2)OC)N1)C (E)-3-(1-(2,4-dimethylthiazol-5-yl)-2,5-dimethyl-1H-pyrrol-3-yl)-2-(6-methoxy-3H-imidazo[4,5-c]pyridin-2-yl)acrylonitrile